COC=1C(=CC2=C(N=C(N2)C2=C(C=CC=C2)F)C1)NC=1SC=NN1 N-(6-methoxy-2-(2-fluorophenyl)-5-benzimidazolyl)-1,3,4-thiadiazole-2-amine